8,8-dimethyl-8H-5λ2-benzo[4,5]silolo[2,3-c]carbazole C[Si]1(C2=C(C3=C1C=CC=1[N]C4=CC=CC=C4C31)C=CC=C2)C